N1=CC(=CC=C1)CCCCO 4-(3-pyridinyl)-1-butanol